S1CN=C2C1=CC=C2 cyclopenta[d][1,3]thiazol